3-[3-fluoro-4-[2-(4-fluoro-4-piperidyl)ethyl]phenyl]piperidine-2,6-dione FC=1C=C(C=CC1CCC1(CCNCC1)F)C1C(NC(CC1)=O)=O